CC1=CC=C(C=C1)S(=O)(=O)OC1CC(C1)(CN1CCN(CC1)C1=C(C=C(C=C1)[N+](=O)[O-])F)F [3-fluoro-3-[[4-(2-fluoro-4-nitro-phenyl)piperazin-1-yl]methyl]cyclobutyl] 4-methylbenzenesulfonate